2-(6-methylpyridin-3-yl)benzo[d]thiazol-6-amine CC1=CC=C(C=N1)C=1SC2=C(N1)C=CC(=C2)N